(5-chloro-2-(((2-(ethoxycarbonyl)-1H-pyrrol-3-yl)amino)methyl)phenyl)morpholine-4-carboxylic acid tert-butyl ester C(C)(C)(C)OC(=O)N1C(COCC1)C1=C(C=CC(=C1)Cl)CNC1=C(NC=C1)C(=O)OCC